FC(C=1N=CC=2N(C1)C(=CN2)C2=NC=CC(=N2)N2CC(CCC2)CCO)(F)F 2-(1-(2-(6-(Trifluoromethyl)imidazo[1,2-a]pyrazin-3-yl)pyrimidin-4-yl)piperidin-3-yl)ethan-1-ol